6-methoxy-N-(3-methylphenyl)-2-(2-pyridyl)-5-(trifluoromethyl)-4-pyrimidinamine COC1=C(C(=NC(=N1)C1=NC=CC=C1)NC1=CC(=CC=C1)C)C(F)(F)F